tert-butyl (R)-4-(4-(1-(3-(difluoromethyl)-2-fluorophenyl) ethylamino)-cinnolin-6-yl)-5,6-dihydropyridine-1(2H)-carboxylate FC(C=1C(=C(C=CC1)[C@@H](C)NC1=CN=NC2=CC=C(C=C12)C1=CCN(CC1)C(=O)OC(C)(C)C)F)F